O[C@@H](CC(=O)SCCNC(CCNC([C@@H](C(COP(OP(OC[C@@H]1[C@H]([C@H]([C@@H](O1)N1C=NC=2C(N)=NC=NC12)O)OP(=O)(O)O)(=O)O)(=O)O)(C)C)O)=O)=O)CCC (R)-3-hydroxyhexanoyl-CoA